2-(4-ethylamino-6-methylthio-1,3,5-triazin-2-ylamino)-2-methylpropionitrile C(C)NC1=NC(=NC(=N1)SC)NC(C#N)(C)C